N-((5-cyclopropyl-6-methoxy-1H-indol-2-yl)methyl)-1-methylcyclopropane-1-carboxamide C1(CC1)C=1C=C2C=C(NC2=CC1OC)CNC(=O)C1(CC1)C